1-(6-(2-(6-methyl-2-(trifluoromethyl)pyrimidin-4-yl)-2,6-diazaspiro[3.4]octan-6-yl)-1H-pyrazolo[3,4-b]pyrazin-1-yl)propan-2-one CC1=CC(=NC(=N1)C(F)(F)F)N1CC2(C1)CN(CC2)C2=CN=C1C(=N2)N(N=C1)CC(C)=O